8-[[(1S)-1-[(2S,4R)-2-[[(1R)-1-(4-ethynylphenyl)-2-hydroxy-ethyl]carbamoyl]-4-hydroxy-pyrrolidine-1-carbonyl]-2,2-dimethyl-propyl]amino]-8-oxo-octanoic acid C(#C)C1=CC=C(C=C1)[C@H](CO)NC(=O)[C@H]1N(C[C@@H](C1)O)C(=O)[C@H](C(C)(C)C)NC(CCCCCCC(=O)O)=O